NC1=NC=C(C=C1O[C@H](C)C=1C=C(C=CC1)NC(C1=CC(=CC=C1)C(C)C)=O)Cl (R)-N-(3-(1-((2-Amino-5-chloropyridin-3-yl)oxy)ethyl)phenyl)-3-isopropylbenzamid